propoxymethyl-benzene C(CC)OCC1=CC=CC=C1